2-((2S)-1-propenoyl-4-(4-chloro-2,3-difluoro-2'-(((S)-1-methylpyrrolidin-2-yl)methoxy)-5',8'-dihydro-6'H-spiro[inden-1,7'-quinazolin]-4'-yl)piperazin-2-yl)acetonitrile C(C=C)(=O)N1[C@H](CN(CC1)C1=NC(=NC=2CC3(CCC12)C(=C(C1=C(C=CC=C13)Cl)F)F)OC[C@H]1N(CCC1)C)CC#N